C(C1CC(C(CC1)C=1C(=O)NC(C1)=O)C)C1CC(C(CC1)C=1C(=O)NC(C1)=O)C 1'-[methylenebis(2-methyl-4,1-cyclohexanediyl)]bismaleimide